5-amino-N,N-dipropyl-2-(1-((2-(trimethylsilyl)ethoxy)methyl)-1H-pyrazol-4-yl)-6H-thieno[3,2-b]azepin-7-carboxamide NC=1CC(=CC2=C(N1)C=C(S2)C=2C=NN(C2)COCC[Si](C)(C)C)C(=O)N(CCC)CCC